C(=C)[Si](OC(C#CC)(C)C)(OC(C#CC)(C)C)OC(C#CC)(C)C vinyl-tris(1,1-dimethyl-2-butynoxy)silane